tin-silver-copper-zinc-antimony [Sb].[Zn].[Cu].[Ag].[Sn]